FC=1C=C(C=CC1N1CCN(CC1)CCN1CCC(CC1)COC1=CC=C2C(NC(=NC2=C1)CSC1CCOCC1)=O)NC1C(NC(CC1)=O)=O 3-((3-fluoro-4-(4-(2-(4-(((4-oxo-2-(((tetrahydro-2H-pyran-4-yl)thio)methyl)-3,4-dihydroquinazolin-7-yl)oxy)methyl)piperidin-1-yl)ethyl)piperazin-1-yl)phenyl)amino)piperidine-2,6-dione